C(C)(C)(C)C=1C=C(C=C(C1)C(C)(C)C)C1=CC=C(C=C1)N(C1=CC=2C(C3=CC=CC=C3C2C=C1)(C)C)C1=CC=C(C=C1)C1CCCCC1 N-[(3',5'-di-t-butyl)-1,1'-biphenyl-4-yl]-N-(4-cyclohexylphenyl)-9,9-dimethyl-9H-fluoren-2-amine